(2S)-2-(2-(3-(6-oxa-3-azabicyclo[3.1.1]heptan-3-yl)-1-methyl-1H-indazol-5-yl)-7-(4-chlorophenyl)-5-methylbenzo[d]thiazol-6-yl)-2-(tert-butoxy)acetic acid C12CN(CC(O1)C2)C2=NN(C1=CC=C(C=C21)C=2SC1=C(N2)C=C(C(=C1C1=CC=C(C=C1)Cl)[C@@H](C(=O)O)OC(C)(C)C)C)C